4-(4-(((2-(2-((S)-1-fluoroethyl)imidazo[2,1-b][1,3,4]thiadiazol-6-yl)-6-methoxybenzofuran-4-yl)oxy)-methyl)thiazol-2-yl)-2,6-dimethyltetrahydro-2H-pyran-4-ol F[C@@H](C)C1=NN2C(S1)=NC(=C2)C=2OC1=C(C2)C(=CC(=C1)OC)OCC=1N=C(SC1)C1(CC(OC(C1)C)C)O